BrC1=C(C(=C(C(=C1C#C)Br)C#C)Br)C#C 1,3,5-tribromo-2,4,6-tri-ethynylbenzene